NC=1C=2N(C(=CN1)Cl)C(=NC2C2=CC=C(C=C2)C(NC2=NC=CC(=C2)C(F)(F)F)=O)[C@H]2CN(CCC2)C(=O)OCC2=CC=CC=C2 Benzyl (3R)-3-[8-amino-5-chloro-1-[4-[[4-(trifluoromethyl)-2-pyridyl]carbamoyl]phenyl]-imidazo[1,5-a]pyrazin-3-yl]piperidine-1-carboxylate